1-(4-(aminomethyl)-1-oxo-1,2-dihydrophthalazin-6-yl)-N-((5-(2-chloro-6-cyanophenyl)pyridin-2-yl)methyl)-N-(5,6,7,8-tetrahydroquinolin-8-yl)cyclopropane-1-carboxamide NCC1=NNC(C2=CC=C(C=C12)C1(CC1)C(=O)N(C1CCCC=2C=CC=NC12)CC1=NC=C(C=C1)C1=C(C=CC=C1C#N)Cl)=O